2-methyl-2-[5-methyl-1-[(2R)-2-(oxacyclohex-4-yloxy)-2-[2-(prop-2-yloxy)phenyl]ethyl]-6-(1,3-oxazol-2-yl)-2,4-dioxo-1H,2H,3H,4H-thieno[2,3-d]pyrimidin-3-yl]propionic acid CC(C(=O)O)(C)N1C(N(C2=C(C1=O)C(=C(S2)C=2OC=CN2)C)C[C@@H](C2=C(C=CC=C2)OC(C)C)OC2CCOCC2)=O